COC1=CC2=C(N=NN(C2=O)CC(=O)N[C@@H](C)C2=CC=C(C=C2)C)C=C1 (S)-2-(6-methoxy-4-oxo-benzo[d][1,2,3]triazin-3(4H)-yl)-N-(1-p-tolylethyl)acetamide